O1C=CC=2C(=NC=CC21)C2=CC=C(C(=O)NC1CC3(CN(C3)C3=NC=CC=N3)C1)C=C2 4-(furo[3,2-c]pyridin-4-yl)-N-[2-(pyrimidin-2-yl)-2-azaspiro[3.3]heptan-6-yl]benzamide